4'-((4-((3,3,3-TRIFLUOROPROPYL)CARBAMOYL)PYRIDINE-2,6-DIYL)BIS(1H-1,2,3-TRIAZOLE-4,1-DIYL))BIS(2-(TRIFLUOROMETHYL)BENZOIC ACID) FC(CCNC(=O)C1=CC(=NC(=C1)C=1N=NN(C1)C=1C(=C(C(=O)O)C=CC1)C(F)(F)F)C=1N=NN(C1)C=1C(=C(C(=O)O)C=CC1)C(F)(F)F)(F)F